ethyl 2-(2-((5-bromo-2-methylbenzofuran-3-yl)methoxy)phenyl)acetate BrC=1C=CC2=C(C(=C(O2)C)COC2=C(C=CC=C2)CC(=O)OCC)C1